3-((5-(piperazin-1-yl)pyridin-2-yl)oxy)piperidine-2,6-dione N1(CCNCC1)C=1C=CC(=NC1)OC1C(NC(CC1)=O)=O